[C-]1(C=CC=C1)\C(=C/C=1C(=CC(=C(C1)OC)OC)OC)\C1=CC=C(C=C1)OC.[CH-]1C=CC=C1.[Fe+2] (E)-5-(2-ferrocenyl-2-(4-methoxyphenyl)vinyl)-1,2,4-trimethoxybenzene